2,4,6,8-tetravinyl-2,4,6,8-tetramethyl-cyclotetrasiloxane C(=C)[Si]1(O[Si](O[Si](O[Si](O1)(C)C=C)(C)C=C)(C)C=C)C